Cl.COC1=CC=2C3=CC=C(C=C3C(NC2C(=C1)C)=O)C 2-methoxy-4,8-dimethyl-6(5H)-phenanthridinone hydrochloride